NC=1C=CC=2N(C3=CC=CC=C3C2C1)CC(CCCC)CC 3-amino-9-(2-ethylhexyl)carbazole